C1(CCC1)OC1CN(CCC1)C1CCN(CC1)C=1SC(=CN1)C(=O)NCC1=NC=C(C=C1F)F [3-(cyclobutoxy)[1,4'-bipiperidin]-1'-yl]-N-[(3,5-difluoropyridin-2-yl)methyl]-1,3-thiazole-5-carboxamide